3-Azido-2-((1-((3-((4-cyanobenzyl)carbamoyl)-1-methyl-7-oxo-4,5-dihydro-1H-pyrazolo[3,4-c]pyridin-6(7H)-yl)methyl)cyclopropyl)sulfonyl)-2-methylpropyl hydrogen sulfate S(=O)(=O)(OCC(CN=[N+]=[N-])(C)S(=O)(=O)C1(CC1)CN1C(C2=C(CC1)C(=NN2C)C(NCC2=CC=C(C=C2)C#N)=O)=O)O